FC(C=1C(=C(C=CC1)[C@@H](C)NC=1C=2C(N=C(N1)C)=C(C(N(C2)C2(CC2)CF)=O)N2CC(CC2)(C)O)F)F 4-(((R)-1-(3-(difluoromethyl)-2-fluorophenyl)ethyl)amino)-6-(1-(fluoromethyl)cyclopropyl)-8-(3-hydroxy-3-methylpyrrolidin-1-yl)-2-methylpyrido[4,3-d]pyrimidine-7(6H)-one